C(C)(C)(C)OC(=O)N1CC=2N=C(N=CC2CC1)C=1CCOCC1 (3,6-dihydro-2H-pyran-4-yl)-5,6-dihydropyrido[3,4-d]pyrimidine-7(8H)-carboxylic acid tert-butyl ester